7-(5-(4-methylpiperazin-1-yl)-1H-benzo[d]imidazol-2-yl)-4-(pyrazolo[1,5-a]pyridin-3-yl)isoindol-1-one CN1CCN(CC1)C1=CC2=C(NC(=N2)C=2C=CC(=C3C=NC(C23)=O)C=2C=NN3C2C=CC=C3)C=C1